2-(2-methyl-1,3-benzoxazol-6-yl)-7-(4-methyl-1,4-diazepan-1-yl)-4H-pyrido[1,2-a]pyrimidin-4-one CC=1OC2=C(N1)C=CC(=C2)C=2N=C1N(C(C2)=O)C=C(C=C1)N1CCN(CCC1)C